2-propynylphenylcarbamat C(#CC)C1=C(C=CC=C1)NC([O-])=O